N1=C(C=CC=C1)CN1CC2=C(CC1)SC(=C2)[Si](CC)(CC)CC 5-(Pyridin-2-ylmethyl)-2-(triethylsilyl)-4,5,6,7-tetrahydrothieno[3,2-c]pyridine